NCCN([C@H](CCCNC(N)=N)C(=O)O)C(CN1C2=NC(=NC(=C2N=C1)N)N)=O N2-(2-aminoethyl)-N2-(2-(2,6-diamino-9H-purin-9-yl)acetyl)-D-arginine